2-(2-(3-methyloxetan-3-yl)ethyl)-3-((5-(trifluoromethyl)pyridin-2-yl)methyl)naphthalene-1,4-dione CC1(COC1)CCC=1C(C2=CC=CC=C2C(C1CC1=NC=C(C=C1)C(F)(F)F)=O)=O